O[C@@]12CC(=C[C@@H]3[C@@]([C@@H]2C=C(C1=O)C)([C@@H]([C@H]([C@@]1([C@H]3C1(C)C)O)O)C)O)COC(C1=CC=CC=C1)(C1=CC=CC=C1)C1=CC=CC=C1 (1aR,1bS,4aR,7aS,7bS,8R,9R,9aS)-4a,7b,9,9a-tetrahydroxy-1,1,6,8-tetramethyl-3-((trityloxy)methyl)-1,1a,1b,4,4a,7a,7b,8,9,9a-decahydro-5H-cyclopropa[3,4]benzo[1,2-e]azulen-5-one